C1=C(C=C2C=CC=C3C2=C1C1=C(C2=C3C=CC=C2)C=CC=C1)B(O)O dibenzo[4,5:6,7]cyclohepta[1,2,3-de]naphthalen-2-ylboronic acid